O(O)OC(C)(C)C tert-butyl peroxyl ether